COC1=CC=C(C=N1)CNC1=NC=C(C=N1)CC1=CNC2=NC=CC=C21 (6-Methoxy-pyridin-3-ylmethyl)-[5-(1H-pyrrolo[2,3-b]pyridin-3-ylmethyl)-pyrimidin-2-yl]-amine